OC=1C=C2CC(NCC2=CC1O)C(=O)O 1,2,3,4-tetrahydro-6,7-dihydroxy-isoquinoline-3-carboxylic acid